4-amino-2,3,5-triiodo-benzoic acid NC1=C(C(=C(C(=O)O)C=C1I)I)I